C(C)(=O)OCC(CC1=C(N(C2=CC=C(C=C12)Br)CC(F)(F)F)C=1C(=NC=C(C1)N1C[C@@H]2N(CC1)CCCC2)[C@H](C)OC)(C)C 3-(5-bromo-2-(2-((S)-1-methoxyethyl)-5-((R)-octahydro-2H-pyrido[1,2-a]pyrazin-2-yl)pyridin-3-yl)-1-(2,2,2-trifluoroethyl)-1H-indol-3-yl)-2,2-dimethylpropyl acetate